9-(azidomethyl)-7-bromo-5-(3-(5-thioxo-4,5-dihydro-1,2,4-oxadiazol-3-yl)phenyl)-1,5-dihydro-2H-naphtho[1,2-b][1,4]diazepine-2,4(3H)-dione triethylamine salt C(C)N(CC)CC.N(=[N+]=[N-])CC=1C=C2C(=CC3=C(NC(CC(N3C3=CC(=CC=C3)C3=NOC(N3)=S)=O)=O)C2=CC1)Br